ClC1=NC=CC2=C1SC=1N=C(N=C(C12)N1C[C@H]2CC[C@@H](C1)N2C(=O)[O-])SC (1R,5S)-3-(8-chloro-2-(methylthio)pyrido[4',3':4,5]thieno[2,3-d]pyrimidin-4-yl)-3,8-diazabicyclo[3.2.1]octane-8-carboxylate